ClC1=CC=C(C=C1)C=1C(=CC=CC1)C(=O)N1CC2N(C(C1)C2)CC=2C=C1CN(C(C1=CC2)=O)C2C(NC(CC2)=O)=O 3-(5-((3-(4'-chloro-[1,1'-biphenyl]-2-carbonyl)-3,6-diazabicyclo[3.1.1]heptane-6-yl)methyl)-1-oxoisoindolin-2-yl)piperidine-2,6-dione